CN(CC(=O)Cl)C 2-(dimethyl-amino)acetyl chloride